benzhydryl-triethylenetetramine C(C1=CC=CC=C1)(C1=CC=CC=C1)NCCNCCNCCN